C1(CC1)C1=CC(=CC(=N1)NC(C=1C(N(C=C(C1)CNC[C@H](C)OC)C1CC1)=O)=O)C1=C(C=C(C=C1)OC)C(=O)N1CC(C1)(F)F N-(6-Cyclopropyl-4-{2-[(3,3-difluoro-1-azetidinyl)carbonyl]-4-methoxyphenyl}-2-pyridyl)-1-cyclopropyl-5-{[(S)-2-methoxypropylamino]methyl}-2-oxo-1,2-dihydronicotinamide